IC(CC(CC(CC(CCCC(OCC)OC(CCCC(CC(CC(CC(C)I)C)C)C)OCC)C)C)C)C 10-iodo-4,6,8-trimethylundecylethyloxymethyl ether